4'-(10-(3-(Diisopropylphosphoryl)phenyl)anthracene-9-yl)-[1,1'-biphenyl]-3-carbonitrile C(C)(C)P(=O)(C(C)C)C=1C=C(C=CC1)C1=C2C=CC=CC2=C(C2=CC=CC=C12)C1=CC=C(C=C1)C1=CC(=CC=C1)C#N